4-(3-phenylmorpholino)quinazoline-2-carboxamide C1(=CC=CC=C1)C1COCCN1C1=NC(=NC2=CC=CC=C12)C(=O)N